N1(N=NC=C1)C=1C=CC=C(C1)O 5-(1H-1,2,3-triazol-1-yl)phenol